N=1C=NN2C1C=C(C=C2)OC2=C(C=C(C=C2)NC2=NC=NN1C2=C(C=C1)C1CCN(CC1)C(=O)C(C(=O)O)=C)C 2-(4-(4-((4-([1,2,4]triazolo[1,5-a]pyridin-7-yloxy)-3-methylphenyl)amino)pyrrolo[2,1-f][1,2,4]triazin-5-yl)piperidine-1-carbonyl)acrylic acid